(S)-ethyl 3-(tert-butoxycarbonylamino)-3-(2',6'-dichloro-4-fluoro-4',5-dimethylbiphenyl-3-yl)propanoate C(C)(C)(C)OC(=O)N[C@@H](CC(=O)OCC)C=1C=C(C=C(C1F)C)C1=C(C=C(C=C1Cl)C)Cl